N-(4-{1-[(4-methyl-1,3-thiazol-5-yl)carbonyl]piperidin-4-yl}butyl)thieno[2,3-c]pyridine-2-carboxamide CC=1N=CSC1C(=O)N1CCC(CC1)CCCCNC(=O)C1=CC=2C(=CN=CC2)S1